(tetrahydrofuran-3-yl)acetic acid methyl ester COC(CC1COCC1)=O